F[C@H]1C[C@H](N2N=C(N=C21)[S@@](=O)C(C)C)C2=CC=CC=C2 |&1:1,3| Rac-(5S,7S)-7-fluoro-2-[(S)-isopropylsulfinyl]-5-phenyl-6,7-dihydro-5H-pyrrolo[1,2-b][1,2,4]triazole